Cl.N[C@H]([C@H](C)O)C1=CC(=CC=C1)OCC (1S,2S)-1-amino-1-(3-ethoxyphenyl)propan-2-ol hydrochloride